3-O-benzyl-4-C-hydroxymethyl-1,2-O-isopropylidene-alpha-D-ribofuranose CC1(O[C@@H]2[C@@H](C(O[C@@H]2O1)(CO)CO)OCC3=CC=CC=C3)C